C1(=CC(=CC=C1)C1=NC(=NO1)C(C)N)C 1-[5-(m-tolyl)-1,2,4-oxadiazol-3-yl]ethanamine